6-((6-isopropoxybenzo[d][1,3]dioxolan-5-yl)ethynyl)benzo[d][1,3]dioxolan-5-formaldehyde C(C)(C)OC=1C(=CC2=C(OCO2)C1)C#CC=1C(=CC2=C(OCO2)C1)C=O